racemic-4-(((1R,4R,5S)-2-azabicyclo[2.2.1]heptan-5-yl)oxy)-6-(1-methyl-1H-pyrazol-4-yl)pyrazolo[1,5-a]pyrazine hydrochloride Cl.[C@H]12NC[C@H]([C@H](C1)OC=1C=3N(C=C(N1)C=1C=NN(C1)C)N=CC3)C2 |r|